2'-trifluoromethyl-4,4'-diaminobiphenyl FC(C1=C(C=CC(=C1)N)C1=CC=C(C=C1)N)(F)F